COC1=C(C(=CC(=C1)OC)OC)C(C1=CC=C(C(=C1)OC)OC)=O 2',4,4',5,6'-pentamethoxybenzophenone